(1S,3R)-7-(difluoromethyl)-6-(3,5-difluorophenoxy)-2,2,3-trifluoro-2,3-dihydrobenzo[b]-thiophene 1-oxide FC(C1=C(C=CC2=C1[S@@](C([C@@H]2F)(F)F)=O)OC2=CC(=CC(=C2)F)F)F